C1(=CC=CC=C1)C#CC1=C(C=CC=C1)NS(=O)(=O)C N-(2-(phenylethynyl)phenyl)methanesulfonamide